The molecule is zwitterionic form of psychosine sulfate arising from transfer of a proton from the sulfo to the amino group; major species at pH 7.3. It is a tautomer of a psychosine sulfate. CCCCCCCCCCCCC/C=C/[C@H]([C@H](CO[C@H]1[C@@H]([C@H]([C@H]([C@H](O1)COS(=O)(=O)[O-])O)O)O)[NH3+])O